(4-bromo-3-thienyl)-2-hydroxy-N,N-dimethyl-acetamide BrC=1C(=CSC1)C(C(=O)N(C)C)O